N(=NC(C#N)(CC)C)C(C#N)(CC)C 2,2'-azodi(2-methylbutyronitrile)